C(C)(C)(C)OC(=O)N1C(N[C@@H](C1)C(N(C)C1=CC(=C(C=C1)F)Cl)=O)=O (S)-4-((3-chloro-4-fluorophenyl)(methyl)carbamoyl)-2-oxoimidazolidine-1-carboxylic acid tert-butyl ester